Ethyl (E)-3-(3,5-difluorophenyl)acrylate FC=1C=C(C=C(C1)F)/C=C/C(=O)OCC